OC1=CC2=C(OC3=C(O2)C=CC=C3O)C=C1 2,6-dihydroxydibenzop-dioxine